hexahydro-1H-cyclopenta[C]furan-5-carboxylic acid 1,3-dioxoisoindolin-2-ylhexahydro-1H-cyclopenta[C]furan-5-carboxylate O=C1N(C(C2=CC=CC=C12)=O)C1OCC2C1CC(C2)C(=O)O.C2OCC1C2CC(C1)C(=O)O